4-amino-1-[(2R)-6-amino-2-[[2-[[(2R)-2-amino-3-phenyl-propionyl]amino]-7,7,7-trifluoro-heptanoyl]amino]hexanoyl]piperidine-4-carboxylic acid methyl ester COC(=O)C1(CCN(CC1)C([C@@H](CCCCN)NC(C(CCCCC(F)(F)F)NC([C@@H](CC1=CC=CC=C1)N)=O)=O)=O)N